C(C)OC(=O)C1=C(N2C(N=N1)=CC(=N2)C)C(C)C 4-isopropyl-7-methyl-pyrazolo[5,1-c][1,2,4]triazine-3-carboxylic acid ethyl ester